(S)-2-((4-(3-(4-Fluoro-2-methoxyphenyl)-2,3-dihydrobenzo[b][1,4]dioxin-5-yl)piperidin-1-yl)methyl)-1-((1-(fluoromethyl)cyclopropyl)methyl)-1H-benzo[d]imidazole-6-carboxylic acid FC1=CC(=C(C=C1)[C@@H]1OC2=C(OC1)C=CC=C2C2CCN(CC2)CC2=NC1=C(N2CC2(CC2)CF)C=C(C=C1)C(=O)O)OC